Dibutyl (oxybis(ethane-2,1-diyl)) bis(hydrogen phosphate) P(=O)(O)(OCCCC)OCCOCCOP(=O)(O)OCCCC